N-[(1R)-2-[(3S)-3-aminopyrrolidin-1-yl]-1-methyl-2-oxo-ethyl]-4-[[3-[1-(cyanomethyl)-3-(trifluoromethyl)pyrazol-4-yl]imidazo[1,2-a]pyrazin-8-yl]amino]-2-ethyl-benzamide formate C(=O)O.N[C@@H]1CN(CC1)C([C@@H](C)NC(C1=C(C=C(C=C1)NC=1C=2N(C=CN1)C(=CN2)C=2C(=NN(C2)CC#N)C(F)(F)F)CC)=O)=O